5-[(3S)-2-[1-(5-fluoro-4-methylsulfanyl-pyrimidin-2-yl)piperidine-4-carbonyl]isoxazolidin-3-yl]pyridine-3-carbonitrile FC=1C(=NC(=NC1)N1CCC(CC1)C(=O)N1OCC[C@H]1C=1C=C(C=NC1)C#N)SC